N12CCCCCC2=NCCC1 1,8-Diaza-bicyclo[5.4.0]undec-7-ene